(R)-7-(1,4-dimethyl-1H-pyrazol-5-yl)-3-(3-methyl-1H-pyrazol-5-yl)-5-(3-methylmorpholino)isoxazolo[4,5-b]pyridine CN1N=CC(=C1C1=C2C(=NC(=C1)N1[C@@H](COCC1)C)C(=NO2)C2=CC(=NN2)C)C